C1=CC=C(C=C1)C(=O)OC[C@@H]2[C@H]([C@@H]([C@H](O2)Br)F)OC(=O)C3=CC=CC=C3 2-deoxy-2-fluoro-α-D-arabinofuranosyl bromide 3,5-dibenzoate